(1-(ethoxycarbonyl)cyclopropyl)piperidine-1-carboxylate C(C)OC(=O)C1(CC1)OC(=O)N1CCCCC1